(2Z)-2-(hydroxyimino)-6-(3-hydroxyphenyl)-2,3-dihydro-1H-inden-1-one O\N=C\1/C(C2=CC(=CC=C2C1)C1=CC(=CC=C1)O)=O